N1C=C(C2=CC=CC=C12)NC(=O)C1NCCC2=CC=CC=C12 N-(1H-indol-3-yl)-3,4-dihydroisoquinoline-1(2H)-carboxamide